C(C1=CC=CC=C1)NC(=S)SC[C@H](N)C(=O)O S-[N-benzyl-(thiocarbamoyl)]-L-cysteine